4-(4-(2-amino-2-cyanoethyl)bicyclo[1.1.1]pentan-1-yl)benzonitrile NC(CC1C2CC1(C2)C2=CC=C(C#N)C=C2)C#N